FC1=CC=C(C=C1)C#CC#CC1=CC=C(C=C1)F 1,4-bis(4-fluorophenyl)but-1,3-diyne